C(C)C=1C(=CC=C2C=C(C=C(C12)C1=C(C=C2C(=NC(=NC2=C1F)OC[C@]12CCCN2C[C@@H](C1)F)N1CC2(C(NC(N2)=O)=O)CCC1)F)O)F 7-(7-(8-ethyl-7-fluoro-3-hydroxynaphthalen-1-yl)-6,8-difluoro-2-(((2R,7aS)-2-fluorohexahydro-1H-pyrrolizin-7a-yl)methoxy)quinazolin-4-yl)-1,3,7-triazaspiro[4.5]decane-2,4-dione